[Cl-].C(=O)(O)OOC1=CC=C(CN2CN(C=C2)C)C=C1 1-(4-carboxyperoxybenzyl)-3-methylimidazole chloride